1-(2-(2-((2,3-dihydro-1H-inden-2-yl)amino)pyrimidine-5-carbonyl)hydrazine-1-carbonyl)cyclobutane-1-carboxylic acid ethyl ester C(C)OC(=O)C1(CCC1)C(=O)NNC(=O)C=1C=NC(=NC1)NC1CC2=CC=CC=C2C1